8-((3R,5S)-3,5-dimethylpiperazin-1-yl)-N-(8-fluoro-2-methylimidazo[1,2-a]pyridin-6-yl)-2-methoxy-3-methylquinoxaline-5-carboxamide C[C@@H]1CN(C[C@@H](N1)C)C1=CC=C(C=2N=C(C(=NC12)OC)C)C(=O)NC=1C=C(C=2N(C1)C=C(N2)C)F